OC1=C2C(CC(OC2=CC(=C1)O)C1=CC=CC=C1)=O 5,7-Dihydroxy-2-phenyl-2,3-dihydrochromen-4-one